(E)-3-(7-amino-8-oxo-6,7,8,9-tetrahydro-5H-pyrido[2,3-b]azepin-3-yl)-N-((7-chloro-3-methylbenzofuran-2-yl)methyl)-N-methylacrylamide NC1CCC2=C(NC1=O)N=CC(=C2)/C=C/C(=O)N(C)CC=2OC1=C(C2C)C=CC=C1Cl